C1(CCC1)=CCN1N=CC=C1C(=O)N[C@H](C(=O)NC1=CC=C(C=C1)C=1C(=NNC1C)C)C1CCCCC1 (S)-1-(2-cyclobutylideneethyl)-N-(1-cyclohexyl-2-((4-(3,5-dimethyl-1H-pyrazol-4-yl)phenyl)amino)-2-oxoethyl)-1H-pyrazole-5-carboxamide